4-((3R,5R)-5-((5-bromo-1-methyl-6-oxo-1,6-dihydropyridazin-4-yl)amino)-1-methylpiperidin-3-yl)benzoic acid BrC1=C(C=NN(C1=O)C)N[C@@H]1C[C@@H](CN(C1)C)C1=CC=C(C(=O)O)C=C1